hafnium oxide silicate [Si]([O-])([O-])(O)O.[O-2].[Hf+4]